2-methoxy-N-({4-[(methylcarbamoyl)amino]phenyl}sulfonyl)benzamide COC1=C(C(=O)NS(=O)(=O)C2=CC=C(C=C2)NC(NC)=O)C=CC=C1